[2-(methacryloyloxy)ethyl]trimethylammonium methyl-sulfate COS(=O)(=O)[O-].C(C(=C)C)(=O)OCC[N+](C)(C)C